C1(=CC=CC=C1)NC1=CC=C(C=C1)N N'-phenyl-1,4-phenylenediamin